(5-(2-(methylsulfonyl)ethyl)isoxazol-3-yl)methyl methanesulfonate CS(=O)(=O)OCC1=NOC(=C1)CCS(=O)(=O)C